C(C)N(C=1C=C2OC3=C\C(\C=CC3=NC2=CC1)=[N+](/C)\CC)C (E)-N-(7-(ethyl-(methyl)amino)-3H-phenoxazin-3-ylidene)-N-methylethylammonium